C1(CC1)NC1=NC=CC(=N1)C=1C=NN2N=CC=CC21 N-cyclopropyl-4-pyrazolo[1,5-b]pyridazin-3-ylpyrimidin-2-amine